C(=O)C1=CC=C(C=C1)C1=C(C(=O)O)C=C(C(=C1)C(=O)O)C1=CC=C(C=C1)C=O 2,5-bis(4'-formylphenyl)terephthalic acid